C1NCC2C1CC(C2)C2=CC(=CC=1CCOC12)NC1=NC(=CC(=N1)NC)C N2-[7-(1,2,3,3a,4,5,6,6a-octahydrocyclopenta[c]pyrrol-5-yl)-2,3-dihydrobenzofuran-5-yl]-N4,6-dimethyl-pyrimidine-2,4-diamine